C1N(CC2=CC=CC=C12)C1=NC2=C(C=C(C=C2C(N1C)=O)C)C(C)NC1=C(C(=O)O)C=CC=C1 2-((1-(2-(isoindolin-2-yl)-3,6-dimethyl-4-oxo-3,4-dihydroquinazolin-8-yl)ethyl)amino)benzoic acid